NCC=1C=CC(=C(C1)S(=O)(=O)N)F 5-(aminomethyl)-2-fluorobenzenesulfonamide